N-[5-bromo-2-[4-(trifluoromethoxy)phenyl]-1,2,4-triazol-3-yl]-1,1-difluoromethylsulfonamide BrC=1N=C(N(N1)C1=CC=C(C=C1)OC(F)(F)F)NS(=O)(=O)C(F)F